tert-Butyl 6-(Benzylthio)-1H-pyrrolo[3,2-b]pyridine-1-carboxylate C(C1=CC=CC=C1)SC=1C=C2C(=NC1)C=CN2C(=O)OC(C)(C)C